CNCCCC(=O)C1=CNC(=O)C=C1 The molecule is the 6-hydroxy derivative of pseudooxynicotine. It is a monohydroxypyridine, a secondary amino compound and an aromatic ketone. It derives from a pseudooxynicotine. It is a conjugate base of a 6-hydroxypseudooxynicotinium(1+).